(S,E)-Methyl-7-(1-(2-(1-adamantylmethylamino)-2-oxoethyl)-2-oxo-1,2-dihydropyridin-3-ylamino)-6-(3-methylbenzofuran-2-carboxamido)-7-oxohept-2-enoat COC(\C=C\CC[C@@H](C(=O)NC=1C(N(C=CC1)CC(=O)NCC12CC3CC(CC(C1)C3)C2)=O)NC(=O)C=2OC3=C(C2C)C=CC=C3)=O